4-(2-methoxy-ethoxy)piperidin-3-ol COCCOC1C(CNCC1)O